L-3-mercapto-2-methylpentanol SC(C(CO)C)CC